2-(3-(benzyloxy)-3-phenylpropylsulfinyl)-4-(thiophen-2-yl)-6-(trifluoromethyl)pyrimidine C(C1=CC=CC=C1)OC(CCS(=O)C1=NC(=CC(=N1)C=1SC=CC1)C(F)(F)F)C1=CC=CC=C1